tert-butyl (S)-(2-((tert-butoxycarbonyl)amino)propyl)(4-((2-chloro-4-(N-(2,4-dimethoxybenzyl)-N-(1,2,4-thiadiazol-5-yl)sulfamoyl)-5-fluorophenyl)amino)butyl)carbamate C(C)(C)(C)OC(=O)N[C@H](CN(C(OC(C)(C)C)=O)CCCCNC1=C(C=C(C(=C1)F)S(N(C1=NC=NS1)CC1=C(C=C(C=C1)OC)OC)(=O)=O)Cl)C